C123CC1CCCC(CCCCC2)C3 tricyclo[5.5.1.03,1]tridecane